NC\C=C(\CN1C=NC2=C1C=C(C=C2C2=CC(=CC=C2)S(N(C)C)(=O)=O)C(=O)OC)/F methyl (Z)-1-(4-amino-2-fluorobut-2-en-1-yl)-4-(3-(N,N-dimethylsulfamoyl)phenyl)-1H-benzo[d]imidazol-6-carboxylate